2-Chloro-N-(2,3-dihydro-1H-inden-2-yl)-6-((2-methoxyphenyl)amino)-N-methylpyrimidine-4-carboxamide ClC1=NC(=CC(=N1)C(=O)N(C)C1CC2=CC=CC=C2C1)NC1=C(C=CC=C1)OC